5-chloro-N2-[4-(4-ethylpiperazin-1-yl)benzyl]-N4-(trifluorobenzyl)pyrimidine-2,4-diamine ClC=1C(=NC(=NC1)NCC1=CC=C(C=C1)N1CCN(CC1)CC)NC(C1=C(C=CC=C1)F)(F)F